tert-butyl (2S)-4-(7-(6-(bis(4-methoxybenzyl)amino)-3-iodo-4-methylpyridin-2-yl)-6-chloro-2,8-difluoroquinazolin-4-yl)-2-(cyanomethyl)piperazine-1-carboxylate COC1=CC=C(CN(C2=CC(=C(C(=N2)C2=C(C=C3C(=NC(=NC3=C2F)F)N2C[C@@H](N(CC2)C(=O)OC(C)(C)C)CC#N)Cl)I)C)CC2=CC=C(C=C2)OC)C=C1